3-(4-(2-(5-amino-8-(furan-2-yl)-2-oxothiazolo[5,4-e][1,2,4]triazolo[1,5-c]pyrimidin-3(2H)-yl)-ethyl)piperazin-1-yl)benzamide NC1=NC2=C(C=3N1N=C(N3)C=3OC=CC3)SC(N2CCN2CCN(CC2)C=2C=C(C(=O)N)C=CC2)=O